FC(C=1C=CC(=NC1)OC=1C(=NC=CN1)C=1CC=NCC1)(F)F 4-(3-((5-(trifluoromethyl)pyridin-2-yl)oxy)pyrazin-2-yl)-3,6-dihydropyridin